N[C@H](C(=O)O)CC=1OC=CN1 (S)-2-amino-3-(oxazol-2-yl)propanoic acid